C(C1=CC=CC=C1)OC(=O)NCC(C(=O)OC)NC(=O)OC(C)(C)C methyl 3-(benzyloxycarbonylamino)-2-(tert-butoxycarbonylamino)propanoate